2,4,8,10,12-pentadecapentaenamide C(C=CC=CCCC=CC=CC=CCC)(=O)N